5-(4-(5-fluoro-1H-indazol-3-yl)piperidin-1-yl)-2-morpholinobenzo[d]oxazole FC=1C=C2C(=NNC2=CC1)C1CCN(CC1)C=1C=CC2=C(N=C(O2)N2CCOCC2)C1